C1(CC1)N1C=C(C=2C(=NC=CC21)NCC2=C(C=C(C=C2)OC)OC)I 1-cyclopropyl-N-(2,4-dimethoxybenzyl)-3-iodo-1H-pyrrolo[3,2-c]pyridin-4-amine